IC=1C=CC(=NC1)OC(F)(F)F 5-iodo-2-(trifluoromethoxy)pyridine